1-(5-(((4-(aminomethyl)pyridin-2-yl)oxy)methyl)-2-azabicyclo[2.2.1]heptan-2-yl)ethan-1-one NCC1=CC(=NC=C1)OCC1C2CN(C(C1)C2)C(C)=O